tert-butyl 4-(1-ethyl-1H-pyrazol-3-yl)-2-phenyl-5,8-dihydropyrido[3,4-d]pyrimidine-7(6H)-carboxylate C(C)N1N=C(C=C1)C=1C2=C(N=C(N1)C1=CC=CC=C1)CN(CC2)C(=O)OC(C)(C)C